COC(C1CCN(CC1)C1=CC=C(C=C1)C1=C([C@H](CCC2=C1C=CC(=C2)OC)C)C2=CC=CC=C2)OC (S)-4-(dimethoxymethyl)-1-(4-(3-methoxy-7-methyl-8-phenyl-6,7-dihydro-5H-benzo[7]annulen-9-yl)phenyl)piperidine